O=C1CC2=C(N(C3=C1C=CC=C3)C(=O)N3[C@@H](CN(CC3)C(=O)N(C3=CC=CC=C3)C3=CC=CC=C3)C3=NN=NN3)C=CC=C2 (S)-4-(10-oxo-10,11-dihydro-5H-dibenzo[b,f]azepine-5-carbonyl)-N,N-diphenyl-3-(1H-tetrazol-5-yl)piperazine-1-carboxamide